1-(7-((4,4-bis(((Z)-oct-5-en-1-yl) oxy) butanoyl) oxy)-4-hydroxyheptyl) 8-(3-pentyloxy) suberate C(CCCCCCC(=O)OOC(CC)CC)(=O)OCCCC(CCCOC(CCC(OCCCC\C=C/CC)OCCCC\C=C/CC)=O)O